3-((4,4-bis(((Z)-oct-5-en-1-yl)oxy)butanoyl)oxy)-2-(((7-((2-butyloctanoyl)oxy)heptanoyl)oxy)methyl)propyl 4-(((2-(pyrrolidin-1-yl)ethyl)carbamoyl)oxy)dodecanoate N1(CCCC1)CCNC(=O)OC(CCC(=O)OCC(COC(CCC(OCCCC\C=C/CC)OCCCC\C=C/CC)=O)COC(CCCCCCOC(C(CCCCCC)CCCC)=O)=O)CCCCCCCC